CC1=CC=C(OCC=2N=C(OC2)\C=C\C2=CC=C(C=C2)C(F)(F)F)C=C1 4-(4'-methylphenoxymethyl)-2-[(E)-2-(4-trifluoromethylphenyl)ethenyl]-1,3-oxazole